ClC=1C(=C(C(=O)OC)C(=CC1)NC1=C(C=C(C=C1)F)C(C)C)C methyl 3-chloro-6-((4-fluoro-2-isopropylphenyl)-amino)-2-methyl-benzoate